BrC1=C(C=C2C(N(C=NC2=C1)C)=O)O 7-bromo-6-hydroxy-3-methyl-quinazolin-4(3H)-one